COC1=C(C=C(C=C1)OC)N1N=NC(=C1C)C(=O)NC=1C=C(C(=O)OC)C=CC1O[C@@H](CC)CCC methyl (S)-3-(1-(2,5-dimethoxyphenyl)-5-methyl-1H-1,2,3-triazole-4-carboxamido)-4-(hexan-3-yloxy)benzoate